bis-phenyl-alanine C1(=CC=CC=C1)N([C@@H](C)C(=O)O)C1=CC=CC=C1